CC1=NSC(=C1CNC(=O)OC1=CC=C(C=C1)[N+](=O)[O-])C1=CC=C(O[C@@H]2C[C@H](CCC2)C(=O)OC(C)C)C=C1 |r| (+/-)-isopropyl (1S,3S)-3-(4-(3-methyl-4-((((4-nitrophenoxy)carbonyl)amino) methyl)isothiazol-5-yl)phenoxy)cyclohexane-1-carboxylate